NC1=NC(=CC=2N1N=C(N2)CC2=NC=CC=C2CO)C2=C(C#N)C=CC=C2 (5-amino-2-((3-(hydroxymethyl)pyridin-2-yl)methyl)-[1,2,4]triazolo[1,5-c]pyrimidin-7-yl)benzonitrile